(3R)-3-fluoro-N-{4-fluoro-3-[5-(3-methylbutyl)-2H-pyrazolo[3,4-b]pyridin-2-yl]phenyl}pyrrolidine-1-carboxamide F[C@H]1CN(CC1)C(=O)NC1=CC(=C(C=C1)F)N1N=C2N=CC(=CC2=C1)CCC(C)C